CS(=O)(=O)OC1CCC(CC1)CO[Si](C)(C)C(C)(C)C [4-[[tert-butyl(dimethyl)silyl]oxymethyl]cyclohexyl] methanesulfonate